C(C)(C)(C)OC(=O)C=1C=CC2=C(N(C(=N2)CN2CC3=CC(=CC=C3CC2)OCC2=C(C=CC=C2)F)C[C@H]2OCC2)C1 (S)-2-((7-((2-fluorobenzyl)oxy)-3,4-dihydroisoquinolin-2(1H)-yl)methyl)-1-((oxetan-2-yl)methyl)-1H-benzo[d]imidazole-6-carboxylic acid tert-butyl ester